O=C1NC(CCC1N1C(C2=CC=CC(=C2C1)C#CCCOC(C1=CC=C(C=C1)B1OC(C(O1)(C)C)(C)C)=O)=O)=O.FC1=C(C(=C(C(=C1[B-](C1=C(C(=C(C(=C1F)F)F)F)F)(C1=C(C(=C(C(=C1F)F)F)F)F)C1=C(C(=C(C(=C1F)F)F)F)F)F)F)F)F.C[NH+](CC1=CC=CC=C1)C dimethylbenzylammonium tetrakis(pentafluorophenyl)borate 4-(2-(2,6-Dioxopiperidin-3-yl)-1-oxoisoindolin-4-yl)but-3-yn-1-yl-4-(4,4,5,5-tetramethyl-1,3,2-dioxaborolan-2-yl)benzoate